copper-lead-silver [Ag].[Pb].[Cu]